2-(4-fluorophenyl)-N-{4-[7-(2-methoxyethyl)-3-(pyridin-2-yl)-1H-pyrrolo[3,2-b]pyridin-2-yl]pyridin-2-yl}acetamide FC1=CC=C(C=C1)CC(=O)NC1=NC=CC(=C1)C1=C(C2=NC=CC(=C2N1)CCOC)C1=NC=CC=C1